OC1=C(C=CC=2SC=CC21)C=2C(NC(=NN2)N[C@H]2CN(CCC2)C)=O (R)-6-(4-hydroxybenzo[b]thiophen-5-yl)-3-((1-methylpiperidin-3-yl)amino)-1,2,4-triazine-5(4H)-one